OC=1C=C(C2=CC=CC=C2C1)C1C(CC=2C(=NC(=NC2C1)OCC1N(CCC1)C)N1C(CN(CC1)C(C=C)=O)C)C 1-(4-(7-(3-hydroxynaphthalen-1-yl)-6-methyl-2-((1-methylpyrrolidin-2-yl)methoxy)-5,6,7,8-tetrahydroquinazolin-4-yl)-3-methylpiperazin-1-yl)prop-2-en-1-one